OCCCCCC\C=C/CCCCCCCC(=O)O 16-hydroxy-(9Z)-hexadec-9-enoic acid